(4S,2S)-4-fluoro-1-(1-phenyl-ethyl)-pyrrolidine-2-nitrile F[C@H]1C[C@H](N(C1)C(C)C1=CC=CC=C1)C#N